benzothieno[3,2-b]carbazole C1=CC=CC2=C1C1=CC=3NC4=CC=CC=C4C3C=C1S2